The molecule is 1-(2,4-dichloro-10,11-dihydrodibenzo[a,d][7]annulen-5-yl)imidazole that is the (S)-enantiomer of eberconazole. It is a conjugate base of a (S)-eberconazole(1+). It is an enantiomer of a (R)-eberconazole. C1CC2=C([C@H](C3=CC=CC=C31)N4C=CN=C4)C(=CC(=C2)Cl)Cl